2-hydroxy-1,3-bis(p-phenylaminophenoxy)propane OC(COC1=CC=C(C=C1)NC1=CC=CC=C1)COC1=CC=C(C=C1)NC1=CC=CC=C1